dihydronaphthalen C1CC=CC2=CC=CC=C12